[4-(trifluoromethyl)-3-[2-(trimethylsilyl)ethynyl]phenyl]methanol FC(C1=C(C=C(C=C1)CO)C#C[Si](C)(C)C)(F)F